C(#C)C=1C=CC(=C(C1)O)C1=C(N=C(N=N1)NC[C@H]1OCCC1)C (S)-5-ethynyl-2-(5-methyl-3-(((tetrahydrofuran-2-yl)methyl)amino)-1,2,4-triazin-6-yl)phenol